(R)-5-fluoro-2-(3-methyl-8-((1-methylpiperidin-3-yl)amino)pyrido[2,3-d]pyridazin-5-yl)phenol FC=1C=CC(=C(C1)O)C1=C2C(=C(N=N1)N[C@H]1CN(CCC1)C)N=CC(=C2)C